N-(3-(dimethylamino)benzyl)-N-(3-methoxybenzyl)-3-(piperidin-1-ylmethyl)aniline CN(C=1C=C(CN(C2=CC(=CC=C2)CN2CCCCC2)CC2=CC(=CC=C2)OC)C=CC1)C